C1(CC1)C1=NC(=C(C#N)C=C1)NC=1C(=NC=NC1)C 6-cyclopropyl-2-((4-methylpyrimidin-5-yl)amino)nicotinonitrile